(R)-2-((7-Cyano-2-(3'-(3-((3-hydroxypyrrolidin-1-yl)methyl)-1,7-naphthyridin-8-ylamino)-2,2'-dimethylbiphenyl-3-yl)benzo[d]oxazol-5-yl)methyl)-2-azabicyclo[2.1.1]hexan C(#N)C1=CC(=CC=2N=C(OC21)C=2C(=C(C=CC2)C2=C(C(=CC=C2)NC=2N=CC=C1C=C(C=NC21)CN2C[C@@H](CC2)O)C)C)CN2C1CC(C2)C1